Cl.CN(C=1SC2=C(N1)C=CC(=C2)C=2C=CC=1N(C2)C=C(N1)C)C1CC(NC(C1)(C)C)(C)C N-Methyl-6-(2-methylimidazo[1,2-a]pyridin-6-yl)-N-(2,2,6,6-tetramethylpiperidin-4-yl)-1,3-benzothiazol-2-amin-Hydrochlorid